acrylic acid methoxyethyl-acrylate heptadecan-9-yl-8-((3-aminopropyl)(8-oxo-8-(undecan-3-yloxy)octyl)amino)octanoate CCCCCCCCC(CCCCCCCC)OC(CCCCCCCN(CCCCCCCC(OC(CC)CCCCCCCC)=O)CCCN)=O.COCCOC(C=C)=O.C(C=C)(=O)O